di(t-butyl-peroxy)hexyne C(C)(C)(C)OOC(C#COOC(C)(C)C)CCC